2-((1-ethyl-1H-pyrazol-4-yl)amino)-4-((2-fluoro-6-(trifluoromethyl)benzyl)amino)pyrimidin-5-carboxamide C(C)N1N=CC(=C1)NC1=NC=C(C(=N1)NCC1=C(C=CC=C1C(F)(F)F)F)C(=O)N